[Na].C(CCCCCCCCCCCCC)(=O)N(CCC(=O)O)C myristoyl-methyl-β-alanine sodium